CC=1C(=NC=C(C1)C#CC1=C(C=CC=C1)NS(=O)(=O)C=1C=CC=C2C=CC=NC12)C(=O)O 3-methyl-5-{2-[2-(quinoline-8-sulfonamido)phenyl]ethynyl}pyridine-2-carboxylic acid